OC1(CN(CC1)C1=NC=C(C(=C1)NC(C1=NC(=CC=C1)C=1C=NN(C1)C)=O)C(F)(F)F)C N-(2-(3-hydroxy-3-methylpyrrolidin-1-yl)-5-(trifluoromethyl)pyridin-4-yl)-6-(1-methyl-1H-pyrazol-4-yl)picolinamide